C1=CC=C2N1C1=CC=CC=C1NC2C=2C(=NC=CC2)N2CC(C2)O 1-(3-(4,5-Dihydropyrrolo[1,2-a]quinoxalin-4-yl)pyridin-2-yl)azetidin-3-ol